CCS(CC)(S)S dimercaptodiethyl sulfide